FC(C(=N)C1=CC=C(C=C1)C)(F)F 2,2,2-Trifluoro-1-(p-tolyl)ethan-1-imine